N[C@@H]1[C@@H](OCC12CCN(CC2)C=2C(=NC(=CN2)C2=C(C(=CC=C2)Cl)Cl)CO)C {3-[(3S,4S)-4-amino-3-methyl-2-oxa-8-azaspiro[4.5]decan-8-yl]-6-(2,3-dichlorophenyl)pyrazin-2-yl}methanol